N(C1=CC=CC=C1)C1CCCCC1 rac-3-anilinocyclohexane